tert-butyl (Z)-2-(3-ethoxy-2-fluoro-3-oxoprop-1-en-1-yl)pyrrolidine-1-carboxylate C(C)OC(/C(=C/C1N(CCC1)C(=O)OC(C)(C)C)/F)=O